naphthalen-2-yl isopropyl carbonate C(OC1=CC2=CC=CC=C2C=C1)(OC(C)C)=O